(E)-1-(7,7-dimethyl-7H-furo[2,3-f]chromen-2-yl)-3-(1H-pyrrol-2-yl)prop-2-en-1-On CC1(OC2=CC=C3C(=C2C=C1)OC(=C3)C(\C=C\C=3NC=CC3)=O)C